benzyl (2R)-3-(4-fluorophenyl)-2-hydroxypropionate FC1=CC=C(C=C1)C[C@H](C(=O)OCC1=CC=CC=C1)O